(7R,14R)-11-(5-((tert-butyldiphenylsilyl)oxy)-3-methylpent-1-yn-1-yl)-1-(difluoromethoxy)-6-(methyl-d3)-6,7-dihydro-7,14-methanobenzo[f]benzo[4,5]imidazo[1,2-a][1,4]diazocin-5(14H)-one [Si](C1=CC=CC=C1)(C1=CC=CC=C1)(C(C)(C)C)OCCC(C#CC1=CC2=C(N=C3N2[C@H]2C4=C(C(N([C@@H]3C2)C([2H])([2H])[2H])=O)C=CC=C4OC(F)F)C=C1)C